[1-(4-aminophenyl)cyclopropyl]methanol NC1=CC=C(C=C1)C1(CC1)CO